[Si](C)(C)(C(C)(C)C)N(C=CCCCCCCCC)[Si](C)(C)C(C)(C)C N,N-bis(tert-butyldimethylsilyl)decenamine